propyl 2-[[(2R)-2-(benzyloxycarbonylamino)-3-[[3-(5-methyl-1,2,4-oxadiazol-3-yl)benzoyl]amino]propanoyl]amino]-4-methyl-thiazole-5-carboxylate C(C1=CC=CC=C1)OC(=O)N[C@@H](C(=O)NC=1SC(=C(N1)C)C(=O)OCCC)CNC(C1=CC(=CC=C1)C1=NOC(=N1)C)=O